N-(2,2,2-trifluoroethyl)-carbamic acid FC(CNC(O)=O)(F)F